7-(4-Methoxybenzyl)-8-methyl-3-(3-methyl-1,2,4-thiadiazol-5-yl)imidazo[1,5-a]pyridine COC1=CC=C(CC2=C(C=3N(C=C2)C(=NC3)C3=NC(=NS3)C)C)C=C1